ClC=1C=C(N(C1)C)C1=CC=C(CN2C3=NC(=NC=C3N(C2=N)C)C2=C(C=CC=C2)C(C)C)C=C1 9-(4-(4-chloro-1-methyl-1H-pyrrol-2-yl)benzyl)-2-(2-isopropylphenyl)-7-methyl-7,9-dihydro-8H-purin-8-imine